2-(methylsulfanyl)-N-[(5-phenyl-1H-imidazol-2-yl)methyl]-8-(propan-2-yl)pyrazolo[1,5-a][1,3,5]triazin-4-amine CSC1=NC=2N(C(=N1)NCC=1NC(=CN1)C1=CC=CC=C1)N=CC2C(C)C